5-amino-2-[5-(4-chlorophenyl)-1,3,4-oxadiazol-2-yl]Piperidine-1-carboxylic acid tert-butyl ester C(C)(C)(C)OC(=O)N1C(CCC(C1)N)C=1OC(=NN1)C1=CC=C(C=C1)Cl